N1(CCCCCC1)CCOC1=CC=C(C=C1)CN1C(=C(C2=CC(=CC=C12)O)C)C1=CC=C(C=C1)O 1-[[4-[2-(azepan-1-yl)ethoxy]phenyl]methyl]-2-(4-hydroxyphenyl)-3-methylindol-5-ol